FC1=CC(=CC2=C1N=C1N2[C@@H](CC1)C(F)(F)F)B1OC(C(O1)(C)C)(C)C (S)-5-fluoro-7-[4,4,5,5-tetramethyl-1,3,2-dioxaborolan-2-yl]-1-(trifluoromethyl)-2,3-dihydro-1H-benzo[d]pyrrolo[1,2-a]imidazole